methyl 4-bromo-3-(tetrahydro-pyran-2-yloxy)-benzoate BrC1=C(C=C(C(=O)OC)C=C1)OC1OCCCC1